Isopropyl-methoxypyrazine methyl-(S)-3-(3-((R)-1-amino-7-((2-((tert-butyldiphenylsilyl)oxy)ethyl)sulfonyl)-2,6,6-trimethyl-1-thioxoheptan-2-yl)phenyl)-2-methylpropanoate COC([C@H](CC1=CC(=CC=C1)[C@](C(=S)N)(CCCC(CS(=O)(=O)CCO[Si](C1=CC=CC=C1)(C1=CC=CC=C1)C(C)(C)C)(C)C)C)C)=O.C(C)(C)C=1C(=NC=CN1)OC